CS(=O)(=O)O.NC1=CC=C(C=C1)C1=NC(=C2N=C(N(C2=N1)C)CN(C1=NC=C(C=N1)C(=O)NO)C)N1CCOCC1 2-[[[2-(4-aminophenyl)-9-methyl-6-(4-morpholinyl)-9H-purin-8-yl]methyl]methylamino]-N-hydroxy-5-pyrimidineformamide methanesulfonate